6-[1-(2-Fluoro-6-methyl-phenyl)-piperidin-4-yl]-2-methyl-4-[1-(2-trifluoromethyl-phenyl)-ethyl]-2,4,6,7-tetrahydro-pyrazolo[4,3-d]pyrimidin-5-one FC1=C(C(=CC=C1)C)N1CCC(CC1)N1C(N(C=2C(C1)=NN(C2)C)C(C)C2=C(C=CC=C2)C(F)(F)F)=O